FC1=C(N=CC2=C1N=C(N=C2N2CC1CC(C(C2)N1)O)OC[C@H]1N(CCC1)C)C1=CC(=CC2=CC=CC=C12)O 3-(8-fluoro-7-(3-hydroxynaphthalen-1-yl)-2-(((S)-1-methylpyrrolidin-2-yl)methoxy)pyrido[4,3-d]pyrimidin-4-yl)-3,8-diazabicyclo[3.2.1]octan-6-ol